BrC=1C=C(C=CC1)C1(CC(C1)OC)C=1N(C(=NN1)S)C 5-((1s,3s)-1-(3-bromophenyl)-3-methoxycyclobutyl)-4-methyl-4H-1,2,4-triazole-3-thiol